N-[1-(6-methyl-2-pyridinyl)-2-oxo-3-pyridinyl]carbamic acid benzyl ester C(C1=CC=CC=C1)OC(NC=1C(N(C=CC1)C1=NC(=CC=C1)C)=O)=O